C(C1=CC=CC=C1)N1C2=NC=NC(=C2N=C1C1=C(C=C(OCCCN2C(CNCC2)=O)C=C1)Cl)OC1(CC1)C 1-(3-(4-(9-benzyl-6-(1-methylcyclopropoxy)-9H-purin-8-yl)-3-chlorophenoxy)propyl)piperazin-2-one